benzyl 6-[1-[4-[(2,6-dioxo-3-piperidinyl) amino]-2-(trifluoromethyl) phenyl]-3,6-dihydro-2H-pyridin-4-yl]-3,4-dihydro-1H-isoquinoline-2-carboxylate O=C1NC(CCC1NC1=CC(=C(C=C1)N1CCC(=CC1)C=1C=C2CCN(CC2=CC1)C(=O)OCC1=CC=CC=C1)C(F)(F)F)=O